1-10-mercaptodecyl-3-methylimidazolium SCCCCCCCCCCN1C=[N+](C=C1)C